4-(1-(4-bromobenzyl)-2-methyl-1H-imidazo[4,5-b]pyrazin-6-yl)-6-methyl-1H-pyrrolo[2,3-c]pyridin-7(6H)-one BrC1=CC=C(CN2C(=NC=3C2=NC(=CN3)C=3C2=C(C(N(C3)C)=O)NC=C2)C)C=C1